CC([O-])CC.CC([O-])CC.CC([O-])CC.CC([O-])CC.[Sn+4] tin tetrasec-butoxide